ClC=1C(=NC=CC1OC=1C=NC(=NC1)N)NCC1=CC=C(C=C1)OC 5-((3-chloro-2-((4-methoxybenzyl)amino)pyridin-4-yl)oxy)pyrimidin-2-amine